O(S(=O)(=O)C(F)(F)F)C1=CC2=C(C=CC(O2)=O)C=C1 2-oxo-2H-benzopyran-7-yl triflate